BrC1=CC(=C(COC2=CC=CC(=N2)C=2C=CC(=C3COCC23)CC2=NC3=C(N2CCOC)C=C(C=C3)C(=O)OC(C)(C)C)C=C1)F tert-butyl 2-((7-(6-((4-bromo-2-fluorobenzyl)oxy)pyridin-2-yl)-1,3-dihydroisobenzofuran-4-yl)methyl)-1-(2-methoxyethyl)-1H-benzo[d]imidazole-6-carboxylate